methyl 1-[(2'-cyanobiphenyl-4-yl) methyl]-2-ethoxy-1H-benzimidazole-7-carboxylate C(#N)C1=C(C=CC=C1)C1=CC=C(C=C1)CN1C(=NC2=C1C(=CC=C2)C(=O)OC)OCC